(E)-5-(4-(2-(5-cyclopropyl-3-(2,6-dichlorophenyl)isoxazol-4-yl)vinyl)piperidin-1-yl)pyrimidine-2-carboxylic acid C1(CC1)C1=C(C(=NO1)C1=C(C=CC=C1Cl)Cl)/C=C/C1CCN(CC1)C=1C=NC(=NC1)C(=O)O